(Z)-1-(5-chloro-2,3-difluoro-phenyl)-N-(2,2-dimethoxyethyl)methanimine ClC=1C=C(C(=C(C1)\C=N/CC(OC)OC)F)F